OC(CC#CC=1C=C(OC2=C(N=NN2)C(=O)OCC)C=CC1)(C)C ethyl 5-(3-(4-hydroxy-4-methylpent-1-ynyl) phenoxy)-1H-1,2,3-triazole-4-carboxylate